Cl.C1CC12N(CCCOC2)C(=O)C=2C=NN1C2CNCC1 (8-oxa-4-azaspiro[2.6]nonan-4-yl)(4,5,6,7-tetrahydropyrazolo[1,5-a]pyrazin-3-yl)methanone hydrochloride